ClC1=CC=C(C=C1)[C@@]1(N(C(C2=CC(=CC(=C12)F)C(=O)C=1C=NN(C1)C)=O)CC1=NC=C(C=N1)Cl)OCC1(CC1)O (R)-3-(4-chlorophenyl)-2-((5-chloropyrimidin-2-yl)methyl)-4-fluoro-3-((1-hydroxycyclopropyl)methoxy)-6-(1-methyl-1H-pyrazole-4-carbonyl)isoindolin-1-one